4-[4-(trifluoromethoxy)phenyl]-1H-imidazol FC(OC1=CC=C(C=C1)C=1N=CNC1)(F)F